tert-Butyl methyl((7-(4,4,5,5-tetramethyl-1,3,2-dioxaborolan-2-yl)isochroman-1-yl)methyl)carbamate CN(C(OC(C)(C)C)=O)CC1OCCC2=CC=C(C=C12)B1OC(C(O1)(C)C)(C)C